C1(CC1)C=1C=C(C=2N(C1)C=C(N2)COC2=CC(=CC(=N2)NC(=O)[C@@H]2[C@H](C2)C2=NC=CC(=N2)C)O)N2C(N(C(C2)=O)C)=O (1S,2S)-N-(6-((6-cyclopropyl-8-(3-methyl-2,4-dioxoimidazolidin-1-yl)imidazo[1,2-a]pyridin-2-yl)methoxy)-4-hydroxypyridin-2-yl)-2-(4-methylpyrimidin-2-yl)cyclopropane-1-carboxamide